3-bromo-6-ethoxy-4-(6-(6-((6-methoxypyridin-3-yl)methyl)-3,6-diazabicyclo[3.1.1]heptan-3-yl)pyridin-3-yl)-1H-pyrazolo[3',4':3,4]pyrazolo[1,5-a]pyridine BrC1=NNC2=NN3C(C(=CC(=C3)OCC)C=3C=NC(=CC3)N3CC4N(C(C3)C4)CC=4C=NC(=CC4)OC)=C21